(((4-methyl-7,10-dioxadispiro[2.2.46.23]dodecan-4-yl)methyl)amino)-4-nitrobenzonitrile CC1(C2(CC2)CCC2(C1)OCCO2)CNC2=C(C#N)C=CC(=C2)[N+](=O)[O-]